NC1=CC=C(C=N1)C=1C=2C3=C(NC2C(=C(C1)Cl)Cl)CCN(C3C)C(=O)C3=NC=C(C=N3)OC (9-(6-aminopyridin-3-yl)-6,7-dichloro-1-methyl-1,3,4,5-tetrahydro-2H-pyrido[4,3-b]indol-2-yl)(5-methoxypyrimidin-2-yl)methanone